O[C@H](COC=1C=C(C=CC1)S(=O)(=O)NC)CNC1COC2(C1)CCN(CC2)S(=O)(=O)C=2C=NC=CC2 3-((2S)-2-hydroxy-3-(8-(pyridin-3-ylsulfonyl)-1-oxa-8-azaspiro[4.5]dec-3-ylamino)propoxy)-N-methylbenzenesulfonamide